(3S,11aR)-6-hydroxy-N-(imidazo[1,2-a]pyrimidin-2-ylmethyl)-3-methyl-5,7-dioxo-2,3,5,7,11,11a-hexahydro[1,3]oxazolo[3,2-a]pyrido[1,2-d]pyrazine-8-carboxamide OC=1C(C(=CN2C[C@@H]3N(C(C21)=O)[C@H](CO3)C)C(=O)NCC=3N=C2N(C=CC=N2)C3)=O